O=C1NC(CCC1N1C(N(C2=C1C=CC=C2CC=O)CC)=O)=O 2-[1-(2,6-dioxopiperidin-3-yl)-3-ethyl-2-oxo-1,3-benzodiazol-4-yl]acetaldehyde